3-[5-chloro-8-(2,6-difluorophenyl)-2,3,7,9,12-pentazatricyclo[8.4.0.02,6]tetradeca-1(10),3,5,11,13-pentaen-13-yl]-8-oxa-3-azabicyclo[3.2.1]octane ClC=1C=NN2C=3C=C(N=CC3NC(NC12)C1=C(C=CC=C1F)F)N1CC2CCC(C1)O2